OC1(COC1)C1=NC=CC=C1 2-(3-hydroxyoxetan-3-yl)pyridin